COC(C1=CN=C(C=C1C(F)(F)F)OC)=O 6-methoxy-4-(trifluoromethyl)nicotinic acid methyl ester